4-aminopyridine-3-ol NC1=C(C=NC=C1)O